C(=O)(O)C1=C(C=CC(=C1C(=O)O)OC1=CC=C(C=C1)C1=CC=C(C=C1)\C=C\C(C1=CC=CC=C1)=O)C1=C(C(C(=O)O)=C(C=C1)OC1=CC=C(C=C1)C1=CC=C(C=C1)\C=C\C(C1=CC=CC=C1)=O)C(=O)O 3-[2,3-Dicarboxy-4-[4-[4-[(E)-3-oxo-3-phenylprop-1-enyl]phenyl]phenoxy]phenyl]-6-[4-[4-[(E)-3-oxo-3-phenylprop-1-enyl]phenyl]phenoxy]phthalic acid